CC=1C=C(CNC2=CC=CC=C2)C=CC1 N-(3-Methylbenzyl)aniline